4-oxooctyl-2-hydroxyundecanoate O=C(CCCOC(C(CCCCCCCCC)O)=O)CCCC